(S)-3-chloro-4-((1-phenylpropyl)amino)-N-(1,2,4-thiadiazol-5-yl)benzenesulfonamide Dipentyl-3,3'-thiodipropionate C(CCCC)OC(CCSCCC(=O)OCCCCC)=O.ClC=1C=C(C=CC1N[C@@H](CC)C1=CC=CC=C1)S(=O)(=O)NC1=NC=NS1